3-Deoxy-3-[4-(3-Fluorophenyl)-1h-1,2,3-Triazol-1-Yl]-Beta-D-Galactopyranosyl 3-Deoxy-3-[4-(3-Fluorophenyl)-1h-1,2,3-Triazol-1-Yl]-1-Thio-Beta-D-Galactopyranoside FC=1C=C(C=CC1)C=1N=NN(C1)[C@@H]1[C@H]([C@H](S[C@H]2[C@H](O)[C@H]([C@@H](O)[C@H](O2)CO)N2N=NC(=C2)C2=CC(=CC=C2)F)O[C@@H]([C@@H]1O)CO)O